5-dimethylamino-1-naphthalenesulfonic acid CN(C1=C2C=CC=C(C2=CC=C1)S(=O)(=O)O)C